Benzyl-triethylammonium chloride [Cl-].C(C1=CC=CC=C1)[N+](CC)(CC)CC